ClC1=C(C=C(C=C1F)C(=O)OC)NCCC(=O)O 3-((2-chloro-3-fluoro-5-(methoxycarbonyl)phenyl)amino)propanoic acid